6-Chloro-5-fluoro-4-(isopropylamino)pyridine-3-carbaldehyde ClC1=C(C(=C(C=N1)C=O)NC(C)C)F